FC1=C(C(=O)NC)C=CC(=C1)C1=CN=C2C(=N1)N(C=N2)C(C)C=2C=C1C=CC=NC1=CC2C 2-fluoro-N-methyl-4-(1-(1-(7-methylquinolin-6-yl)ethyl)-1H-imidazo[4,5-b]pyrazin-6-yl)benzamide